1,1-difluoro-N-(5-((R)-oxetane-2-carbonyl)-6-((2,2',4'-trifluoro-[1,1'-biphenyl]-3-yl)methyl)-5-azaspiro[2.4]heptan-7-yl)methanesulfonamide FC(S(=O)(=O)NC1C(N(CC12CC2)C(=O)[C@@H]2OCC2)CC=2C(=C(C=CC2)C2=C(C=C(C=C2)F)F)F)F